3-((5-(dibenzylamino)pyrazolo[1,5-a]pyrimidin-6-yl)oxy)butan-2-one C(C1=CC=CC=C1)N(C1=NC=2N(C=C1OC(C(C)=O)C)N=CC2)CC2=CC=CC=C2